1-(4-aminophenyl)methyl-1,2,4-triazole NC1=CC=C(C=C1)CN1N=CN=C1